BrCC1=CC=2N(N=C1)C=C(N2)[C@@H](NC(=O)C2=CC=NN2C(C)C)C2CCC(CC2)(F)F (S)-N-((7-(bromomethyl)imidazo[1,2-b]pyridazin-2-yl)(4,4-difluorocyclohexyl)methyl)-1-isopropyl-1H-pyrazole-5-carboxamide